7-{1-hydroxy-2-oxo-2-[4-(trifluoromethyl)phenyl]ethyl}-5,6,7,8-tetrahydro-1,7-naphthyridin-8-one OC(C(C1=CC=C(C=C1)C(F)(F)F)=O)N1CCC=2C=CC=NC2C1=O